(2S,5S)-5-[(S)-2-(2-Benzo[b]thiophen-3-yl-acetylamino)propionylamino]-4-oxo-1,2,4,5,6,7-hexahydro-azepino[3,2,1-hi]indole-2-carboxylic acid (1H-[1,2,3]triazol-4-ylmethyl)amide N1N=NC(=C1)CNC(=O)[C@H]1N2C3=C(C=CC=C3C1)CC[C@@H](C2=O)NC([C@H](C)NC(CC=2C1=C(SC2)C=CC=C1)=O)=O